1-[4,5-difluoro-2-(2,2,2-trifluoroethoxy)phenyl]-2-oxo-1,2-dihydropyridine-3-carboxylic Acid FC1=CC(=C(C=C1F)N1C(C(=CC=C1)C(=O)O)=O)OCC(F)(F)F